FC([C@@]12CCN(C[C@H]2C1)C1=C(C(=O)NC2=NC(=CC=C2)N2CCC(CC2)(F)F)C=CC(=C1)NS(=O)(=O)CCO)F 2-((1S,6R)-6-(difluoromethyl)-3-azabicyclo[4.1.0]heptan-3-yl)-N-(6-(4,4-difluoropiperidin-1-yl)pyridin-2-yl)-4-((2-hydroxyethyl)sulfonamido)benzamide